2,6-dichloro-N-(3-fluorophenyl)pyrimidine-4-carboxamide ClC1=NC(=CC(=N1)C(=O)NC1=CC(=CC=C1)F)Cl